F[C@@H]1C[C@H](N(C1)C(CC=1C=C2C=CC=NC2=CC1)=O)C(=O)N[C@H](C1=CC=C(C=C1)C(C)C)C1=CC=CC=C1 (2S,4R)-4-fluoro-N-[(S)-phenyl[4-(propan-2-yl)phenyl]methyl]-1-[2-(quinolin-6-yl)acetyl]pyrrolidine-2-carboxamide